2-p-t-butylphenylthioethylamine trichloroacetate ClC(C(=O)O)(Cl)Cl.C(C)(C)(C)C1=CC=C(C=C1)SCCN